C(C)(C)(C)[S@](=O)N=C(C[C@@H](O)C=1SC=C(N1)C(=O)OC)C(C)C Methyl 2-((R)-3-((S)-tert-butylsulfinylimino)-1-hydroxy-4-methylpentyl)thiazole-4-carboxylate